C(C)C=1C=C(C=CC1B1OC(C(O1)(C)C)(C)C)NC(C(=C)C)=O N-(3-ethyl-4-(4,4,5,5-tetramethyl-1,3,2-dioxaborolan-2-yl)phenyl)methacrylamide